ClC1=CC=C(C=C1)C1=CC=C(N1C1=C(C=CC=C1)C(F)(F)F)C1=CC=C(N)C=C1 4-[5-(4-chlorophenyl)-1-[2-(trifluoromethyl)phenyl]pyrrol-2-yl]aniline